tert-butyl (tert-butoxycarbonylamino)(2-(6-(3,4-dichlorophenylamino)-3,4-dihydro-1H-pyrido[3,4-b]indol-2(9H)-yl)ethylamino)methylenecarbamate C(C)(C)(C)OC(=O)NC(NCCN1CC=2NC3=CC=C(C=C3C2CC1)NC1=CC(=C(C=C1)Cl)Cl)=NC(OC(C)(C)C)=O